ClC=1C(=C(NC2=CC=NC(=C2C(=O)O)F)C=CC1)C=1C=CC2=C(CCO2)C1 4-(3-chloro-2-(2,3-dihydrobenzofuran-5-yl)anilino)-2-fluoronicotinic acid